2-[2-[2-[2-(1H-imidazole-4-carbonylamino)ethoxy]ethoxy]ethoxy]ethyl 2,3-bis[(Z)-octadec-9-enoxy]propanoate C(CCCCCCC\C=C/CCCCCCCC)OC(C(=O)OCCOCCOCCOCCNC(=O)C=1N=CNC1)COCCCCCCCC\C=C/CCCCCCCC